C(C1=CC=CC=C1)OC(=O)ON1C(CCC1=O)=O 1-(((benzyloxy)carbonyl)oxy)pyrrolidine-2,5-dione